5-(2-chloro-5-(isobutyrylaminomethyl)benzoylamino)-N-(3-trifluoromethylphenyl)-1-(2-methoxyethyl)-1H-indole-2-carboxamide ClC1=C(C(=O)NC=2C=C3C=C(N(C3=CC2)CCOC)C(=O)NC2=CC(=CC=C2)C(F)(F)F)C=C(C=C1)CNC(C(C)C)=O